ClC=1C=C(C=C(C1Cl)OCOC)B1OC(C(O1)(C)C)(C)C 2-(3,4-Dichloro-5-methoxymethoxy-phenyl)-4,4,5,5-tetramethyl-[1,3,2]dioxaborolane